CN(C(CN1CCC(CC1)N1C(NC2=C1C(=CC(=C2)C=2C=C(C=1N(C2)N=CN1)C)C)=O)=O)C N,N-dimethyl-2-(4-(7-methyl-5-(8-methyl-[1,2,4]triazolo[1,5-a]pyridin-6-yl)-2-oxo-2,3-dihydro-1H-benzo[d]imidazol-1-yl)piperidin-1-yl)acetamide